OC(CN1C(=NCCC1)C)COCCC[Si](OC)(OC)OC 1-(2-Hydroxy-3-(3-trimethoxysilylpropoxy)prop-1-yl)-2-methyl-1,4,5,6-tetrahydro-pyrimidin